C(C)OC(=O)C=1C(CC2N(C(CC3=CC(=C(C=C23)C=2SC=CN2)OCC2=CC=CC=C2)C(C)C)C1)=O 9-(benzyloxy)-6-isopropyl-2-oxo-10-(thiazol-2-yl)-2,6,7,11b-tetrahydro-1H-pyrido[2,1-a]isoquinoline-3-carboxylic acid ethyl ester